C[C@H]1N(CCOC1)C1=NC(=NC(=C1)C1(CC1)[S@@](=O)(=N)C)C1=C2C(=NC=C1)NC=C2 4-{4-[(3R)-3-Methylmorpholin-4-yl]-6-[1-((R)-S-methylsulfonimidoyl)cyclopropyl]pyrimidin-2-yl}-1H-pyrrolo[2,3-b]pyridine